BrC=1C=C2C(=NC=NC2=CC1)C1=CC(=C(C=C1)N1CCN(CC1)S(=O)(=O)C)Cl 6-bromo-4-(3-chloro-4-(4-(methylsulfonyl)piperazin-1-yl)phenyl)quinazoline